ClC=1C=C(C=2N(N1)C(=CN2)C#N)C2CCC(CC2)(F)F 6-chloro-8-(4,4-difluorocyclohexyl)imidazo[1,2-b]pyridazine-3-carbonitrile